[Cl-].C(CCCCCCCCC)[N+](C)(C)C decyltrimethylammonium chloride